FC=1C=C2C=C(C(OC2=C(C1O)F)=O)C(=O)O 6,8-difluoro-7-hydroxy-3-carboxycoumarin